1,4-bis(hydroxypropyl)cyclohexane OCCCC1CCC(CC1)CCCO